OC=1C=C(OCCN2CCN(CC2)CCN2CCN(CC2)C(=O)OC(C)(C)C)C=CC1 tert-butyl 4-[2-[4-[2-(3-hydroxyphenoxy) ethyl] piperazin-1-yl] ethyl]piperazine-1-carboxylate